CN1N=NC(=C1C=1C=C2C(=NC1)C1=C(N2C(C2CCOCC2)C2=CC=CC=C2)C(=NN1C)C(C)=O)C 1-(6-(1,4-dimethyl-1H-1,2,3-triazol-5-yl)-1-methyl-4-(phenyl-(tetrahydro-2H-pyran-4-yl)methyl)-1,4-dihydropyrazolo[3',4':4,5]pyrrolo[3,2-b]pyridin-3-yl)ethan-1-one